3-(6-cyclopropyl-3-pyridyl)-6-(7,8-dimethyl-[1,2,4]triazolo[4,3-b]pyridazin-6-yl)-7,8-dihydro-5H-1,6-naphthyridine C1(CC1)C1=CC=C(C=N1)C=1C=NC=2CCN(CC2C1)C=1C(=C(C=2N(N1)C=NN2)C)C